3-((4-(2-(2-aminopyridin-3-yl)-5-phenyl-3H-imidazo[4,5-b]pyridin-3-yl)benzyl)carbamoyl)-2-fluorobenzoic acid NC1=NC=CC=C1C1=NC=2C(=NC(=CC2)C2=CC=CC=C2)N1C1=CC=C(CNC(=O)C=2C(=C(C(=O)O)C=CC2)F)C=C1